tert-Butyl (5aS,6R,9R)-2-chloro-1-fluoro-12-(methylthio)-5a,6,7,8,9,10-hexahydro-5H-4-oxa-3,10a,11,13,14-pentaaza-6,9-ethanonaphtho[1,8-ab]heptalene-14-carboxylate ClC=1C(=C2N=C(N=C3C2=C(OC[C@@H]2[C@@H]4CC[C@H](CN32)N(C4)C(=O)OC(C)(C)C)N1)SC)F